FC1=CC(=CC2=CN(N=C12)C)B1OC(C(O1)(C)C)(C)C 2-(7-fluoro-2-methyl-2H-indazol-5-yl)-4,4,5,5-tetramethyl-1,3,2-dioxaborolane